FC=1C=C(CN2C3(CN(C3)C=O)C(N(CC2=O)C2CCC(CC2)C)=O)C=CC1F 5-(3,4-difluorobenzyl)-8-(4-methylcyclohexyl)-6,9-dioxo-2,5,8-triazaspiro[3.5]nonane-2-carbaldehyde